racemic-3,4-methylenedioxy-N-methylamphetamine C1OC=2C=C(C[C@H](NC)C)C=CC2O1 |r|